ClC=1C=C(C=CC1)NC(NC1=C(C(=O)NC)C=CC=C1)=O 2-[3-(3-chlorophenyl)ureido]-N-methylbenzamide